butyl-1,4-disilacyclohexane C(CCC)[SiH]1CC[SiH2]CC1